O1[C@@H](CC1)CN1C=NC2=C1C=C(C=C2)C(=O)O ((S)-oxetan-2-ylmethyl)-1H-benzo[d]imidazole-6-carboxylic acid